rhodium(1+) trifluoromethanesulfonate FC(S(=O)(=O)[O-])(F)F.[Rh+]